C(CCCCCCC)(=O)OC(CCC=C(C)C)(C)C=C 1-vinyl-1,5-dimethyl-4-hexenyl octanoate